3-(7-bromo-8-fluoro-2,4-dihydroxyquinazolin-6-yl)propanenitrile BrC1=C(C=C2C(=NC(=NC2=C1F)O)O)CCC#N